3-(3-(2,2-dimethyl-2,3-dihydrobenzo[f][1,4]oxazepin-4(5H)-yl)-2,3-dihydro-1H-inden-5-yl)-5-(2-ethyl-2H-tetrazol-5-yl)-2,2-dimethylpentanoic acid, trifluoroacetic acid salt FC(C(=O)O)(F)F.CC1(OC2=C(CN(C1)C1CCC3=CC=C(C=C13)C(C(C(=O)O)(C)C)CCC=1N=NN(N1)CC)C=CC=C2)C